platinum-tantalum borate B([O-])([O-])[O-].[Ta+5].[Pt+2]